Diethyl-D-tartrat C(C)[C@@]([C@@](C(=O)[O-])(O)CC)(O)C(=O)[O-]